O=C(C(CC(C1=CC=CC=C1)=O)NC(OC(C)(C)C)=O)N[C@@H](CCCC1=CC=CC=C1)B1OC(C(O1)(C)C)(C)C tert-butyl (1,4-dioxo-4-phenyl-1-(((R)-4-phenyl-1-(4,4,5,5-tetramethyl-1,3,2-dioxaborolan-2-yl)butyl)amino)butan-2-yl)carbamate